5-chloro-2-(trifluoromethoxy)benzene-1-sulfonyl chloride ClC=1C=CC(=C(C1)S(=O)(=O)Cl)OC(F)(F)F